CC1=NN(C(=C1)C)CC1=C(C=C(C=C1)C1=NOC(=N1)C(F)(F)F)F 3-[4-[(3,5-dimethylpyrazol-1-yl)methyl]-3-fluoro-phenyl]-5-(trifluoromethyl)-1,2,4-oxadiazole